methyl (2S)-2-[(tert-butoxycarbonyl) amino]-3-hydroxypropionate C(C)(C)(C)OC(=O)N[C@H](C(=O)OC)CO